3-((2-(methoxymethyl)pyrrolidin-1-yl)imino)azetidine-1-carboxylate COCC1N(CCC1)N=C1CN(C1)C(=O)[O-]